(3,5-dichlorophenyl)-3-(3-(hydroxymethyl)-1-(3-(5,6,7,8-tetrahydro-1,8-naphthyridin-2-yl)propyl)-1H-pyrazole-4-carboxamido)propionic acid ClC=1C=C(C=C(C1)Cl)C(C(=O)O)CNC(=O)C=1C(=NN(C1)CCCC1=NC=2NCCCC2C=C1)CO